tert-butyl 3-methoxy-5,6-dihydroimidazo[1,5-a]pyrazine-7(8H)-carboxylate COC1=NC=C2N1CCN(C2)C(=O)OC(C)(C)C